ClC1=CC=C2C(=N1)N(C=C2C=2C(=C1C(=NC2OC)N=CS1)OC)COCC[Si](C)(C)C 6-(6-chloro-1-{[2-(trimethylsilyl)ethoxy]methyl}pyrrolo[2,3-b]pyridin-3-yl)-5,7-dimethoxy-[1,3]thiazolo[4,5-b]pyridine